(E)-2-(2-((5-cyclopropyl-4-oxo-3-phenyl-4,5,6,7-tetrahydro-2H-pyrazolo[4,3-c]pyridin-2-yl)methyl)-3-fluoroallyl)isoindole-1,3-dione C1(CC1)N1C(C=2C(CC1)=NN(C2C2=CC=CC=C2)C\C(\CN2C(C1=CC=CC=C1C2=O)=O)=C\F)=O